O1CCOC12CCN(CC2)C2=CC=CC1=C2OCCN1C1C(NC(CC1)=O)=O 3-(8-(1,4-dioxa-8-azaspiro[4.5]decan-8-yl)-2H-benzo[b][1,4]oxazin-4(3H)-yl)piperidine-2,6-dione